3-(4-(trifluoromethyl)phenyl)-1-phenylprop-2-en-1-one FC(C1=CC=C(C=C1)C=CC(=O)C1=CC=CC=C1)(F)F